C[C@@H]1CN(CCC1)CC=1C=C(C=2N(C1)C=CN2)C(=O)OCC (S)-ethyl 6-((3-methylpiperidin-1-yl)methyl)imidazo[1,2-a]pyridine-8-carboxylate